1-Heptyl-4-ethylpyridinium chlorid [Cl-].C(CCCCCC)[N+]1=CC=C(C=C1)CC